ClC1=NC=C(C(=C1)N1C[C@H](CCC1)NC(OC(C)(C)C)=O)C=1C=NN(C1)CCC#N tert-butyl N-[(3S)-1-[2-chloro-5-[1-(2-cyanoethyl)pyrazol-4-yl]-4-pyridyl]-3-piperidyl]carbamate